CN(CCOC1=C(C(=O)NN)C=C(C(=C1)C(=O)NN)OCCN(C)C)C 2,5-bis(2-(dimethylamino)ethoxy)terephthalhydrazide